[(3-FORMYL-6-METHOXYQUINOLIN-2-YL)THIO]ACETIC ACID C(=O)C=1C(=NC2=CC=C(C=C2C1)OC)SCC(=O)O